(4-chlorophenyl)-5-nitrofuran-2-carboxamide ClC1=CC=C(C=C1)C1=C(OC(=C1)[N+](=O)[O-])C(=O)N